COC(C1=CC(=CC=C1)N1C(=NC=C1)C)=O 3-(2-methylimidazol-1-yl)benzoic acid methyl ester